C1(=CC=CC=C1)C1=CC=C(S1)S(=O)(=O)N1CCCC1 (2S)-1-[(5-phenyl-2-thienyl)sulfonyl]pyrrolidin